NC=1C=CC(=NC1)OC1=C(C=C(C=C1)CNC(OC(C)(C)C)=O)OC tert-butyl {4-[(5-aminopyridin-2-yl)oxy]-3-methoxyphenyl}methylcarbamate